3,5-dimethylmorphine CC1(CC=C2C[C@@H]3[C@@H]4C=C[C@@H]([C@]5([C@@]4(C2=C1O5)CCN3C)C)O)O